FC(CC(C(=O)NC1=NC=CC(=C1)C1=C(C2=NC=C(C=C2N1)F)C1=CC=CC=C1)C1=CC=C(C=C1)F)F (+)-4,4-difluoro-2-(4-fluorophenyl)-N-[4-(6-fluoro-3-phenyl-1H-pyrrolo[3,2-b]pyridin-2-yl)pyridin-2-yl]butanamide